4-(3-(1-(3-anisoylphenyl)piperidin-4-yl)-1H-pyrazol-5-yl)-1H-pyrrole C(C1=CC(=CC=C1)OC)(=O)C1=C(C=CC=C1)N1CCC(CC1)C1=NNC(=C1)C=1C=CNC1